FC1=CC(=C(OC=2C(=NC=NC2)C2NCCC23CNCC3)C=C1)N1C(=NC=C1)C(C)C (5-(4-fluoro-2-(2-isopropyl-1H-imidazol-1-yl)phenoxy)pyrimidin-4-yl)-2,7-diazaspiro[4.4]nonane